4-(4-((1-(tert-butoxycarbonyl)piperidin-4-yl)methyl)piperazin-1-yl)-2-fluorobenzoic acid C(C)(C)(C)OC(=O)N1CCC(CC1)CN1CCN(CC1)C1=CC(=C(C(=O)O)C=C1)F